C1=CC=CC=2C=CC=3C=4C=CC=CC4NC3C21.[N] nitrogen benzocarbazole